O=C1NC(CCC1N1C(C2=C(C=C(C=C2C1=O)CNC=1C=CC=C2CN(C(C12)=O)C(C(=O)NC=1SC=CN1)C1=C(C=CC(=C1)F)O)F)=O)=O 2-(7-(((2-(2,6-dioxopiperidin-3-yl)-7-fluoro-1,3-dioxoisoindoline-5-yl)methyl)amino)-1-oxoisoindoline-2-yl)-2-(5-fluoro-2-hydroxyphenyl)-N-(thiazol-2-yl)acetamide